CC1=CC(NC=C1)=O 4-methyl-1H-pyridin-2-one